C(C)(C)(C)NS(=O)(=O)C1=C(C=CC(=C1)N1C(CCC1)=O)C1=CN=C(S1)C1=CC=C(C=C1)[N+](=O)[O-] N-tert-butyl-2-[2-(4-nitrophenyl)thiazol-5-yl]-5-(2-oxopyrrolidin-1-yl)benzenesulfonamide